(R)-3,3,3-trifluoro-N-((1R,2R,3R,4S)-3-isopropylbicyclo[2.2.1]heptan-2-yl)-2-methoxy-2-phenylpropanamide FC([C@](C(=O)N[C@@H]1[C@@H]2CC[C@H]([C@H]1C(C)C)C2)(C2=CC=CC=C2)OC)(F)F